6-Bromo-3-methyl-3,4-dihydroquinolin-2(1H)-one BrC=1C=C2CC(C(NC2=CC1)=O)C